S1C(=NC2=C1C=CC=C2)NC(=O)C=2C=CC=C1CCN(C(C21)C)C2=CC=C(C(=N2)C(=O)OC)C=2C=NN(C2C)CC21CC3CC(CC(C2)C3)C1 methyl 6-(8-(benzo[d]thiazol-2-ylcarbamoyl)-1-methyl-3,4-dihydroisoquinolin-2(1H)-yl)-3-(1-(tricyclo[3.3.1.13,7]dec-1-ylmethyl)-5-methyl-1H-pyrazol-4-yl)picolinate